1-N'-[2,5-difluoro-4-[[6-methoxy-7-(2-methoxyethoxy)-1,5-naphthyridin-4-yl]oxy]phenyl]-1-N-(4-fluorophenyl)cyclopropane-1,1-dicarboxamide FC1=C(C=C(C(=C1)OC1=CC=NC2=CC(=C(N=C12)OC)OCCOC)F)NC(=O)C1(CC1)C(=O)NC1=CC=C(C=C1)F